C1(=CC=CC=C1)C1NC(OC12CC2)=O 7-phenyl-4-oxa-6-azaspiro[2.4]heptan-5-one